C1(CC1)C1=CC(=C(C2=C1OC1(CCC(CC1)CN(C)C)O2)C)C(=O)O 7-cyclopropyl-4'-((dimethylamino)methyl)-4-methylspiro[benzo[d][1,3]dioxole-2,1'-cyclohexane]-5-carboxylic acid